2-((2-((2-hydroxydecyl)oxy)decyl)oxy)acetic acid potassium salt [K+].OC(COC(COCC(=O)[O-])CCCCCCCC)CCCCCCCC